O=C1NC=C(C(N1)=O)C=1C=C(C=2N(N1)C=CN2)[C@@H]2[C@H](C2)C2=CC=C(C(=O)O)C=C2 4-((1S,2S)-2-(6-(2,4-dioxo-1,2,3,4-tetrahydropyrimidin-5-yl)imidazo[1,2-b]pyridazin-8-yl)cyclopropyl)benzoic acid